(1S)-1-(3,5-difluoropyridin-4-yl)ethan-1-ol FC=1C=NC=C(C1[C@H](C)O)F